FC(CN1C[C@@H]([C@H](C1)C1=C(C=CC=C1)C(F)(F)F)NC(=O)C=1C=C2C(=NC1)NN=C2C2=CC(=NC=C2)C)F N-((3R,4S)-1-(2,2-difluoroethyl)-4-(2-(trifluoromethyl)phenyl)pyrrolidin-3-yl)-3-(2-methylpyridin-4-yl)-1H-pyrazolo[3,4-b]pyridine-5-amide